4-Formyl-1-methylquinolonium C(=O)C1=CC([NH+](C2=CC=CC=C12)C)=O